1-(4-(3-hydroxyoxetan-3-yl)pyridin-2-yl)-N-(1-methyl-1H-indazol-7-yl)-1H-pyrazole-4-sulfonamide OC1(COC1)C1=CC(=NC=C1)N1N=CC(=C1)S(=O)(=O)NC=1C=CC=C2C=NN(C12)C